NCC=1C(=C(C=CC1)C1=CC(=CC(=C1)N1CCC2(COC2)CC1)COC1=C(C=CC=C1)CC(=O)O)F 2-(2-((3'-(aminomethyl)-2'-fluoro-5-(2-oxa-7-azaspiro[3.5]nonan-7-yl)-[1,1'-biphenyl]-3-yl)methoxy)phenyl)acetic acid